ClC=1C(=C(C=CC1Cl)NC1=NC=NC2=CC(=C(C=C12)OC1CCN(CC1)CC=1C(=C2CN(C(C2=CC1)=O)C1C(NC(CC1)=O)=O)F)OC)F 3-(5-((4-((4-((3,4-dichloro-2-fluorophenyl)amino)-7-methoxyquinazolin-6-yl)oxy)piperidine-1-yl)methyl)-4-fluoro-1-oxoisoindolin-2-yl)piperidine-2,6-dione